trimethylsilyl 2-chloroisobutyrate ClC(C(=O)O[Si](C)(C)C)(C)C